COC=1C=C(C=CC1OCCCCC)NC1=CC2=C(N(C(N2C)=O)C)C=C1 5-((3-Methoxy-4-(pentyloxy)phenyl)amino)-1,3-dimethyl-1,3-dihydro-2H-benzo[d]imidazol-2-one